C(C)(=O)N(C(C)=O)C1=C(C=C(C(=C1)C)[N+](=O)[O-])Cl N-acetyl-N-(2-chloro-5-methyl-4-nitrophenyl)acetamide